2-(4-bromophenyl)benzothiazole BrC1=CC=C(C=C1)C=1SC2=C(N1)C=CC=C2